FC1=C(C=CC=C1)C1=CC(=CN1)CNC [5-(2-fluoro-phenyl)-1H-pyrrol-3-ylmethyl]-methyl-amine